CC1(OB(OC1(C)C)C1=NN(C(=C1)N1C(C(CC1)CC1=CC(=C(C(=C1)F)F)F)=O)COCC[Si](C)(C)C)C 1-(3-(4,4,5,5-Tetramethyl-1,3,2-dioxaborolan-2-yl)-1-((2-(trimethylsilyl)ethoxy)methyl)-1H-pyrazol-5-yl)-3-(3,4,5-trifluorobenzyl)pyrrolidin-2-one